4-(indolin-5-oxy)-7-methoxyquinoline-6-carboxamide-3-d N1CCC2=CC(=CC=C12)OC1=C(C=NC2=CC(=C(C=C12)C(=O)N)OC)[2H]